CC1=CC=C(C=C1)S(=O)(=O)OCC12CC(C1)(C2)C(=O)OCC2=CC=CC=C2 benzyl 3-((p-toluenesulfonyloxy)methyl)bicyclo[1.1.1]pentane-1-carboxylate